FC(C=1C=C(C=C(C1)C(F)(F)F)NC(\C(=C(\C=1C=NOC1C)/O)\C#N)=O)(F)F (Z)-N-(3,5-bis(trifluoromethyl)phenyl)-2-cyano-3-hydroxy-3-(5-methylisoxazol-4-yl)acrylamide